3-amino-5-nitrobenzene NC=1C=CC=C(C1)[N+](=O)[O-]